C(C1=CC=CC=C1)OC1=NN2C(C3=C(C(C2)C)C(=NO3)C(=O)OCC)=C1 ethyl 8-(benzyloxy)-4-methyl-4,5-dihydroisoxazolo[5,4-c]pyrazolo[1,5-a]pyridine-3-carboxylate